ClC=1C=CC=C2CC[C@H]([C@H](C12)O)O (1S,2R)-8-chloro-1,2,3,4-tetrahydronaphthalen-1,2-diol